FC=1C=C(C=CC1)C=C1C=C(C(C(=C1)C(C)(C)C)=O)C(C)(C)C 4-(3-fluorophenyl)methylene-2,6-di-tert-butyl-2,5-cyclohexadien-1-one